1,5,7-trimethyl-3-((7-methyl-3,4-dihydroisoquinolin-2(1H)-yl)carbonyl)-1,5-dihydro-4H-pyrrolo[3,2-c]pyridin-4-one CN1C=C(C=2C(N(C=C(C21)C)C)=O)C(=O)N2CC1=CC(=CC=C1CC2)C